4-chloro-N-methyl-1,7-naphthyridine-6-carboxamide ClC1=CC=NC2=CN=C(C=C12)C(=O)NC